pyrazolo[1,5-a]pyridine-2,3-dicarboxylic acid dimethyl ester COC(=O)C1=NN2C(C=CC=C2)=C1C(=O)OC